C1SCSCC1 2,4-dithian